5-cyclopropoxy-2-(4-methylpiperazin-1-yl)pyridin-4-amine C1(CC1)OC=1C(=CC(=NC1)N1CCN(CC1)C)N